COC(=O)C=1C=C2C(=CC=NC2=CC1OC)OC1=NC=C(C=C1Cl)[N+](=O)[O-] 4-((3-chloro-5-nitropyridin-2-yl)oxy)-7-methoxyquinoline-6-carboxylic acid methyl ester